6-[(E)-but-2-enyl]-4-[3-chloro-4-(morpholine-4-carbonyl)phenyl]-2-methyl-1H-pyrrolo[2,3-c]pyridin-7-one C(\C=C\C)N1C(C2=C(C(=C1)C1=CC(=C(C=C1)C(=O)N1CCOCC1)Cl)C=C(N2)C)=O